C1(CCCCC1)S(=O)(=O)N cyclohexane-1-sulfonamide